COC1=C(C=CC=C1C)B(O)O (2-methoxy-3-methylphenyl)boronic acid